ClC1=CC=C(C=C1)S(=O)(=O)/C(=C/CNC(OC(C)(C)C)=O)/F tert-butyl N-[(2E)-3-(4-chlorobenzenesulfonyl)-3-fluoroprop-2-en-1-yl]carbamate